1,3-dimethyl-imidazole neodymium nitrate [N+](=O)([O-])[O-].[Nd+3].CN1CN(C=C1)C.[N+](=O)([O-])[O-].[N+](=O)([O-])[O-]